C1=CC=CC=2C3=CC=CC=C3C(C12)COC(=O)N[C@@H](COCC1=CC=C(C=C1)OC)C(=O)O (9-fluorenylmethoxycarbonyl)-O-p-methoxybenzyl-L-serine